2-(2,5-difluoro-4-(5-fluoro-6-((5-methoxy-1,3,4-thiadiazol-2-yl)methoxy)pyridin-2-yl)benzyl)-1-((1-(fluoromethyl)cyclopropyl)methyl)-1H-benzo[d]imidazole-6-carboxylic acid FC1=C(CC2=NC3=C(N2CC2(CC2)CF)C=C(C=C3)C(=O)O)C=C(C(=C1)C1=NC(=C(C=C1)F)OCC=1SC(=NN1)OC)F